N-(7-methyl-2,3-dihydro-1H-inden-1-yl)-3-[1-(oxan-2-yl)indazol-6-yl]prop-2-enamide CC=1C=CC=C2CCC(C12)NC(C=CC1=CC=C2C=NN(C2=C1)C1OCCCC1)=O